(S)-1-(3-(isopropylsulfonyl)phenoxy)-3-((R)-8-(1-methyl-2,3-dihydro-1H-pyrido[2,3-b][1,4]oxazin-7-ylsulfonyl)-1-oxa-8-azaspiro[4.5]decan-3-ylamino)propan-2-ol C(C)(C)S(=O)(=O)C=1C=C(OC[C@H](CN[C@H]2COC3(C2)CCN(CC3)S(=O)(=O)C3=CC2=C(OCCN2C)N=C3)O)C=CC1